2-Bromo-1-(4-bromo-5-fluoro-2-hydroxy-phenyl)ethanone BrCC(=O)C1=C(C=C(C(=C1)F)Br)O